3,3-difluorocyclobutaneamine hydrochloride Cl.FC1(CC(C1)N)F